8-methyltetracyclo[4.4.0.12,5.17,10]-dodec-3-ene CC1C2C3C4C=CC(C3C(C1)C2)C4